2,3-Dimethylindazole-6-carboxylic acid CN1N=C2C=C(C=CC2=C1C)C(=O)O